1H-indol-5-yl-piperidine-1-carboxylic acid tert-butyl ester C(C)(C)(C)OC(=O)N1C(CCCC1)C=1C=C2C=CNC2=CC1